CNCCNC(C=C)=O acrylic acid, methylaminoethylamide